C(CCC)C1(C=CC=C1)[Ti](OC)(OC)OC (butylcyclopentadienyl)tris(methoxy)titanium